epoxyEthane C1CO1